C1(=CC=CC=C1)CC(=O)NC=1[Se]C(=CN1)C(=O)NC1=C(C=CC=C1)C 2-(2-Phenylacetylamino)-N-(2-methylphenyl)-1,3-selenazol-5-carboxamide